C(C)(=O)OCCCCCCCC(C)C i-decyl acetate